trans-3-amino-6'-chloro-2'-methyl-1',2'-dihydro-3'h-spiro[cyclobutane-1,4'-isoquinolin]-3'-one nicotinate C(C1=CN=CC=C1)(=O)O.NC1CC2(C(N(CC3=CC=C(C=C23)Cl)C)=O)C1